CS(=O)(=O)O[C@@H]1[C@@H](COCC1)CC=C (3R,4S)-3-ALLYLTETRAHYDRO-2H-PYRAN-4-YL METHANESULFONATE